COC1(CCC(CC1)C1=C2N(N=C1CN(CCNC)C)CCC2)C N1-((3-(4-methoxy-4-methylcyclohexyl)-5,6-dihydro-4H-pyrrolo[1,2-b]pyrazol-2-yl)methyl)-N1,N2-dimethylethane-1,2-diamine